3-methyl-1H-pyrazole-1-carboxylate CC1=NN(C=C1)C(=O)[O-]